2-(2-azidoethoxy)ethanamine hydrochloride Cl.N(=[N+]=[N-])CCOCCN